[Br].NC1=C(C=NC(=C1C(=O)NC)F)Br 4-amino-5-bromo-2-fluoro-N-methylnicotinamide Bromine